C(=O)(OC(C)(C)C)N1C2CCCNC2C1 7-boc-2,7-diazabicyclo[4.2.0]octane